CN1N=C(C(=C1)C=1NC(=NN1)S)C(F)F 5-(1-methyl-3-difluoromethylpyrazolyl)-4H-[1,2,4]-triazole-3-thiol